ClC=1C=CC=C2C=CC(=NC12)NC1=CC=C(C=C1)CC(C)C (4-((8-chloroquinolin-2-yl)amino)phenyl)-2-methylpropane